tert-butyl 3-[5-(6-{3-cyanopyrrolo[1,2-b]pyridazin-7-yl}-4-(methylamino)pyridin-3-yl)-1,3,4-thiadiazol-2-yl]-3,8-diazabicyclo[3.2.1]octane-8-carboxylate C(#N)C1=CC=2N(N=C1)C(=CC2)C2=CC(=C(C=N2)C2=NN=C(S2)N2CC1CCC(C2)N1C(=O)OC(C)(C)C)NC